OCCC=1N(CCN1)CCCCCCCCCCCCCCCCC hydroxyethyl-heptadecanyl-imidazoline